6-amino-7-(3-methoxy-2,6-dimethylphenyl)-2,3-dihydrobenzofuran-5-carbonitrile NC1=C(C2=C(CCO2)C=C1C#N)C1=C(C(=CC=C1C)OC)C